tert-Butyl-4-(5-(2-fluorophenyl)-7H-pyrrolo[2,3-d]pyrimidin-4-yl)piperazine-1-carboxylate C(C)(C)(C)OC(=O)N1CCN(CC1)C=1C2=C(N=CN1)NC=C2C2=C(C=CC=C2)F